N-(3-chloro-5-(methylsulfonamido)phenyl)-4-(5-methoxypyridin-2-yl)-5-methylthiophene-2-carboxamide ClC=1C=C(C=C(C1)NS(=O)(=O)C)NC(=O)C=1SC(=C(C1)C1=NC=C(C=C1)OC)C